(6S,7S)-N-ethyl-2-oxo-7-({[(CIS)-4-phenylcyclohexyl]oxy}methyl)-3-oxa-1,8-diazaspiro[5.5]undecane-8-carboxamide C(C)NC(=O)N1[C@@H]([C@@]2(CCOC(N2)=O)CCC1)CO[C@@H]1CC[C@@H](CC1)C1=CC=CC=C1